2-(2-((4-chloro-2-fluorobenzyl)oxy)pyrimidin-4-yl)-1,2,3,4,5,6-hexahydropyrrolo[3,4-c]pyrrole bis(4-methylbenzenesulfonate) CC1=CC=C(C=C1)S(=O)(=O)O.CC1=CC=C(C=C1)S(=O)(=O)O.ClC1=CC(=C(COC2=NC=CC(=N2)N2CC=3CNCC3C2)C=C1)F